CN1[C@H]2CC[C@@H]1[C@H]([C@H](C2)OC(=O)C3=CC=CC=C3)C(=O)OCCCCCC(=O)O The molecule is an azabicycloalkane that consists of ecgonine having benzoyl and 5-carboxypentyl groups attached to the hydroxy and carboxy functions respectively. It has a role as a hapten. It is an azabicycloalkane, a monocarboxylic acid and a benzoate ester. It derives from an ecgonine.